{[3-Hydroxy-5-(3-trifluoromethylphenyl)pyridine-2-carbonyl]amino}-acetic acid OC=1C(=NC=C(C1)C1=CC(=CC=C1)C(F)(F)F)C(=O)NCC(=O)O